C1(CC1)C1=NN=C(O1)C=1C(=NC(=NC1)NC1=CC2=C(C(OC2(C)C)=O)C=C1)N[C@H](CO)C1=CC=CC=C1 5-{[5-(5-cyclopropyl-1,3,4-oxadiazol-2-yl)-4-{[(1S)-2-hydroxy-1-phenylethyl]Amino}pyrimidin-2-yl]Amino}-3,3-dimethyl-1,3-dihydro-2-benzofuran-1-one